FC1=CC=C(C=2NC(=NC21)CCNCCC=2OC=C(N2)C(=O)NCC2=NC=CC=C2F)F 2-(2-{[2-(4,7-difluoro-1H-1,3-benzodiazol-2-yl)ethyl]amino}ethyl)-N-[(3-fluoropyridin-2-yl)methyl]-1,3-oxazole-4-carboxamide